5-(2,5-dichloropyridin-4-yl)-1-(2-phenylpropan-2-yl)-1,5-dihydro-4H-pyrazolo[4,3-c]pyridin-4-one ClC1=NC=C(C(=C1)N1C(C2=C(C=C1)N(N=C2)C(C)(C)C2=CC=CC=C2)=O)Cl